ClC=1C=CC2=C(NC(O2)(S)SC)C1 5-chloro-2-(methylthio)benzo[d]oxazolethiol